[2-Chloro-4-fluoro-5-(7-morpholin-4-yl-pyrido[4,3-d]-pyrimidin-4-yl)-phenyl]-(4-hydroxymethyl-thiazol-2-yl)-methanol ClC1=C(C=C(C(=C1)F)C=1C2=C(N=CN1)C=C(N=C2)N2CCOCC2)C(O)C=2SC=C(N2)CO